N-(4-chlorophenyl)-2-chloroacetamide ClC1=CC=C(C=C1)NC(CCl)=O